7-(bromomethyl)-1H-indazole, hydrobromide Br.BrCC=1C=CC=C2C=NNC12